[Na].[V].[Mn] manganese vanadium sodium